C1(CC1)C1=C(N=CN1CC1=CC2=C(N(C(N2C)=O)C)C=C1)C1=C(C=CC=C1F)F 5-[[5-cyclopropyl-4-(2,6-difluorophenyl)imidazol-1-yl]methyl]-1,3-dimethyl-benzimidazol-2-one